C1(=CC=CC=C1)N1N=CC(=C1)C=1SC=C(N1)C(=O)N1[C@@H](CCC1)C(=O)O (2S)-1-[2-(1-phenyl-1H-pyrazol-4-yl)-1,3-thiazole-4-carbonyl]pyrrolidine-2-carboxylic acid